C(N)(=S)C1SCCN1 thiocarbamoyl-thiazolidine